2-(1-(fluoromethyl)-2-oxabicyclo[2.1.1]hex-4-yl)-6-isopropoxy-N-(1-((1s,2r)-2-methylcyclopropyl)-2-oxo-1,2-dihydropyridin-3-yl)-2H-indazole-5-carboxamide FCC12OCC(C1)(C2)N2N=C1C=C(C(=CC1=C2)C(=O)NC=2C(N(C=CC2)[C@@H]2[C@@H](C2)C)=O)OC(C)C